COC(C(=C)C)=O.C(C(O)C)(=O)OCC ethyl lactate methyl-methacrylate